ClC=1C(=NC(=NC1)N[C@H]1[C@@H]([C@@H]2CO[C@H](C1)N2S(=O)(=O)C(C)C)O)C=2C=C(C1=C(N(C(=N1)C(C)(C)O)C(C)C)C2)F (1S,2S,3R,5R)-3-((5-chloro-4-(4-fluoro-2-(2-hydroxypropan-2-yl)-1-isopropyl-1H-benzo[d]imidazol-6-yl)pyrimidin-2-yl)amino)-8-(isopropylsulfonyl)-6-oxa-8-azabicyclo[3.2.1]octan-2-ol